BrC1=C(N)C(=CC(=C1)C(F)(F)F)Br 2,6-dibromo-4-(trifluoromethyl)aniline